Dihydrocyclobutabenzen C1CC2=C1C=CC=C2